BrC1=CC=C(S1)C(=O)C1CC1 (5-Bromothiophen-2-yl)(cyclopropyl)methanone